ClCCCCC1=CC=C2C=CC3=CC=CC4=CC=C1C2=C34 (4-chlorobutyl)-pyrene